CN1N=CC=2N=CN=C(C21)N[C@H](C(=O)O)CCCCCCCC2=NC=1NCCCC1C=C2 (S)-2-((1-methyl-1H-pyrazolo[4,3-d]pyrimidin-7-yl)amino)-9-(5,6,7,8-tetrahydro-1,8-naphthyridin-2-yl)nonanoic acid